C(C=C)(=O)OCC(C(CCC)O)(C)C 3-hydroxy-2,2-dimethylhexyl acrylate